FC1=C(C=CC=C1OC)C1=CC(=CC=C1)[C@H](CC(=O)O)NC(=O)NC=1C(N(C=CC1O)C)=O (S)-3-(2'-fluoro-3'-methoxybiphenyl-3-yl)-3-(3-(4-hydroxy-1-methyl-2-oxo-1,2-dihydropyridin-3-yl)ureido)propionic acid